(2R,4S,6S)-2,6-Dimethyloxane-4-ol C[C@H]1O[C@H](CC(C1)O)C